ClC=1SC2=C(N1)C=CC(=C2)N 2-chloro-6-benzothiazolamine